CC1=C(C=2N(C=C1C=1NC3=CC=C(C=C3C1C(C)C)C1CCN(CC1)C(CN(CCC)C)=O)N=CN2)C 1-(4-(2-(7,8-dimethyl-[1,2,4]triazolo[1,5-a]pyridin-6-yl)-3-isopropyl-1H-indol-5-yl)piperidin-1-yl)-2-(methyl-(propyl)amino)ethan-1-one